COC(NC(C)C1=CC(=C(C=C1)OC)OC)=O methyl[1-(3,4-dimethoxyphenyl)ethyl]carbamate